NC1=NC(=C(C=2N1C(N(N2)CC2=NC=C(C=C2)F)=O)C2=CC=NC(=C2)C(=O)OC)C2=C(C(=C(C(=C2[2H])[2H])[2H])[2H])[2H] methyl 4-(5-amino-2-((5-fluoropyridin-2-yl) methyl)-3-oxo-7-(phenyl-d5)-2,3-dihydro-[1,2,4]triazolo[4,3-c]pyrimidin-8-yl)-6-picolinate